((7-bromo-5-cyano-4-oxo-3,4-dihydronaphthyridin-1-yl)methyl)(t-butoxycarbonyl)carbamic acid tert-butyl ester C(C)(C)(C)OC(N(C(=O)OC(C)(C)C)CN1CCC(C2=C(C=C(N=C12)Br)C#N)=O)=O